COC1=CC=C(C=C1)C1=C(N(C=2N=CN=C(C21)N)C)C2=CCC1(CCNCC1)CC2 5-(4-methoxyphenyl)-7-methyl-6-(3-azaspiro[5.5]undec-8-en-9-yl)-7H-pyrrolo[2,3-d]pyrimidin-4-amine